Methyl 5-(3,5-dimethoxyphenyl)-1-[(2-ethoxyphenyl)methyl]-1H-pyrazole-3-carboxylate COC=1C=C(C=C(C1)OC)C1=CC(=NN1CC1=C(C=CC=C1)OCC)C(=O)OC